methyl 3-chloro-5-cyano-4-(methoxy-d3)benzoate ClC=1C=C(C(=O)OC)C=C(C1OC([2H])([2H])[2H])C#N